C(C)OC(CCN1C([C@@H](N=C(C2=C1C=CC(=C2)Cl)C2=CC=CC=C2)[C@@H](C)CC)=O)=O 3-((S)-3-((S)-sec-butyl)-7-chloro-2-oxo-5-phenyl-2,3-dihydro-1H-benzo[e][1,4]diazepin-1-yl)-propionic acid ethyl ester